C(#N)C1CCC(CC1)N1C[C@@H]([C@H](CC1)NC(=O)C1=CC(=CC=2N(C=NC21)CC(F)(F)F)C#CCNC=2C(OC)=CC(=C(C2)C(NC)=O)F)C N-[(3S,4S)-1-(4-cyanocyclohexyl)-3-methyl-4-piperidyl]-6-{3-[4-(N-methylcarbamoyl)-5-fluoro-2-anisidino]-1-propynyl}-1-(2,2,2-trifluoroethyl)-1H-1,3-benzimidazole-4-carboxamide